C(CC(=O)C)(=O)O ACETOACETIC ACID